3-sulfopropyl acrylate potassium Salt [K+].C(C=C)(=O)OCCCS(=O)(=O)[O-]